FC1=C(C(=CC=C1)OC)C1=C(C(=O)N)C=CC(=N1)NC1=NC=C(C(=C1)N1C[C@H](CCC1)O)C=1C=NN(C1)CCOC 2-(2-fluoro-6-methoxyphenyl)-6-((4-((S)-3-hydroxypiperidin-1-yl)-5-(1-(2-methoxyethyl)-1H-pyrazol-4-yl)pyridin-2-yl)amino)nicotinamide